Methyl (S)-2-((tert-butoxycarbonyl)amino)-3-(2,4-difluorophenyl)propanoate C(C)(C)(C)OC(=O)N[C@H](C(=O)OC)CC1=C(C=C(C=C1)F)F